CN(C(=O)C=1C=NN2C1CN(CC2)C(=O)C=2NC1=CC(=CC(=C1C2)C)F)C2(CC2)C2=NC=C(C=N2)C(=O)O 2-{1-[N-methyl-5-(6-fluoro-4-methyl-1H-indole-2-carbonyl)-4H,5H,6H,7H-pyrazolo[1,5-a]pyrazine-3-amido]cyclopropyl}pyrimidine-5-carboxylic acid